(R)-4-amino-N-(1-((3-(benzyloxy)-1-(1-(methylsulfonyl)spiro[indoline-3,4'-piperidine]-1'-yl)-1-oxopropan-2-yl)amino)-2-methyl-1-oxopropan-2-yl)butylamine NCCCCNC(C(=O)N[C@@H](C(=O)N1CCC2(CC1)CN(C1=CC=CC=C12)S(=O)(=O)C)COCC1=CC=CC=C1)(C)C